ClC1=C(C=CC(=C1)Cl)C=1CCCC2=C(C1C1=CC=C(O[C@@H]3CNCC3)C=C1)C=CC=C2 (S)-3-(4-(8-(2,4-Dichlorophenyl)-6,7-dihydro-5H-benzo[7]annulen-9-yl)phenoxy)pyrrolidine